(3-bromonaphthalene-2-yl)boric acid BrC=1C(=CC2=CC=CC=C2C1)OB(O)O